[Ru](Cl)(Cl)Cl.C(=O)(O)C1(CC(=NC=C1)C1=NC=CC=C1)C(=O)O.C(=O)(O)C1(CC(=NC=C1)C1=NC=CC=C1)C(=O)O.C(=O)(O)C1(CC(=NC=C1)C1=NC=CC=C1)C(=O)O tris(4,4-dicarboxylbipyridine) ruthenium chloride